potassium 4,9-dihydroxypyrimido[4,5-g]pteridine-2,7-diolate OC1=NC(=NC2=NC=3C(=NC(=NC3N=C21)[O-])O)[O-].[K+].[K+]